N-((2-((4-(2-(3,5-dichloro-4-(2-chloroethoxy)phenyl)propan-2-yl)phenyl)amino)oxazol-5-yl)methyl)methanesulfonamide ClC=1C=C(C=C(C1OCCCl)Cl)C(C)(C)C1=CC=C(C=C1)NC=1OC(=CN1)CNS(=O)(=O)C